FC=1C=C(CC2=C3CC(CN(C3=CC=C2)C2=CC=C(C=C2)C(F)(F)F)NC(C=C)=O)C=CC1 N-(5-(3-fluorobenzyl)-1-(4-(trifluoromethyl)phenyl)-1,2,3,4-tetrahydroquinolin-3-yl)acrylamide